O=S1(CC2(CN(C2)C(=O)[C@@H]2CC[C@H]3N2C([C@H](CCCC3)NC(=O)C3=CC2=C(S3)C=CC(=C2)C(F)(F)P(O)(O)=O)=O)CN1)=O ((2-(((3S,6S,10aS)-3-(6,6-dioxido-6-thia-2,7-diazaspiro[3.4]octane-2-carbonyl)-5-oxodecahydropyrrolo[1,2-a]azocin-6-yl)carbamoyl)benzo[b]thiophen-5-yl)difluoromethyl)phosphonic acid